CS(=O)(=O)C1=CC=C(C=C1)S(=O)(=O)F 4-methylsulfonylphenylsulfuryl fluoride